C(C)C1(CCC1)C1=CC(=C2C=NC(=NN21)N[C@H]2[C@@H](COCC2)O)C(F)(F)F (3S,4R)-4-((7-(1-ethylcyclobutyl)-5-(trifluoromethyl)pyrrolo[2,1-f][1,2,4]triazin-2-yl)amino)tetrahydro-2H-pyran-3-ol